6-(2,6-Dichlorophenyl)-2-((4-((3S,5R)-4-isopropyl-3,5-dimethylpiperazin-1-yl)-3-methylphenyl)amino)-8,9-dihydroimidazo[1,2-a]pyrimido[5,4-e]pyrimidin-5(6H)-one ClC1=C(C(=CC=C1)Cl)N1C=2N(C3=C(C1=O)C=NC(=N3)NC3=CC(=C(C=C3)N3C[C@@H](N([C@@H](C3)C)C(C)C)C)C)CCN2